(R)-N-((S)-1-(dibenzo[b,d]furan-2-yl)-2-fluoroethyl)-2-methylpropan-2-sulfinamide C1=C(C=CC=2OC3=C(C21)C=CC=C3)[C@@H](CF)N[S@](=O)C(C)(C)C